6-butoxy-8-[(4-methoxybenzyl)amino]-3-[3-(pyrrolidin-1-ylmethyl)benzyl]-1,4-dihydropyrimido[5,4-d]pyrimidin-2-one C(CCC)OC=1N=C(C=2NC(N(CC2N1)CC1=CC(=CC=C1)CN1CCCC1)=O)NCC1=CC=C(C=C1)OC